Trichloroacetic acid ethyl ester C(C)OC(C(Cl)(Cl)Cl)=O